O[C@@H](C)C=1C=C(C=C2C(C(=C(OC12)C=1C=NN(C1)C)C)=O)C 8-[(1S)-1-Hydroxyethyl]-3,6-dimethyl-2-(1-methylpyrazol-4-yl)chromen-4-one